3-(1,2-dimethyl-4-oxo-7-(trifluoromethyl)-1,4-dihydro-5H-imidazo[4,5-c][1,8]naphthyridin-5-yl)benzonitrile CN1C(=NC=2C(N(C=3N=C(C=CC3C21)C(F)(F)F)C=2C=C(C#N)C=CC2)=O)C